(R)-N-(3-(N-(2-(3,3-difluoroazetidin-1-yl)acetyl)-S-methylsulfonimidoyl)phenyl)-2-((6-fluoro-2-methylpyridin-3-yl)oxy)-4-methyl-5-(trifluoromethyl)nicotinamide FC1(CN(C1)CC(=O)N=[S@@](=O)(C)C=1C=C(C=CC1)NC(C1=C(N=CC(=C1C)C(F)(F)F)OC=1C(=NC(=CC1)F)C)=O)F